{[(1,1-dimethylethyl)amino]methyl}-3-acetyloxy-2,6-pyridinedimethanol diacetate C(C)(=O)OCC1=NC(=CC(=C1OC(C)=O)CNC(C)(C)C)COC(C)=O